4-[4-methoxystyryl]-1-methylpyridine iodide [I-].COC1=CC=C(C=CC2=CCN(C=C2)C)C=C1